1,4-di(n-butyl)naphthalene C(CCC)C1=CC=C(C2=CC=CC=C12)CCCC